2-ethynylisoindoline-1,3-dione C(#C)N1C(C2=CC=CC=C2C1=O)=O